(S)-2-(5-chloropyrimidine-4-carboxamido)-4-((2-isopropoxyethyl)(4-(5,6,7,8-tetrahydro-1,8-naphthyridin-2-yl)butyl)amino)butanoic acid ClC=1C(=NC=NC1)C(=O)N[C@H](C(=O)O)CCN(CCCCC1=NC=2NCCCC2C=C1)CCOC(C)C